1-(2-(4-fluorophenyl)pyridin-4-yl)-N-(4-methyl-1-azabicyclo[3.2.2]non-4-yl)piperidine-4-carboxamide FC1=CC=C(C=C1)C1=NC=CC(=C1)N1CCC(CC1)C(=O)NC1(CCN2CCC1CC2)C